2-(1-((6-Chloropyridin-3-yl)methyl)-3-(difluoromethyl)-1H-pyrazole-4-carbonyl)-3-hydroxycyclohex-2-en-1-one ClC1=CC=C(C=N1)CN1N=C(C(=C1)C(=O)C=1C(CCCC1O)=O)C(F)F